OC[C@H](C1=CC=CC=C1)NC1=NC(=NC=C1C=1OC(=CN1)C)NC=1C=C2C(CCS(C2=CC1)(=O)=O)O 6-[[4-[[(1S)-2-hydroxy-1-phenyl-ethyl]amino]-5-(5-methyloxazol-2-yl)pyrimidin-2-yl]amino]-1,1-dioxo-3,4-dihydro-2H-thiochromen-4-ol